FC(C(=O)O)(F)F.NCC1=C(COC2=C(C(N(C(=C2)C)C2=C(C=CC=C2F)F)=O)Br)C=CC(=C1)F [2-(Aminomethyl)-4-fluorobenzyl]oxyl-3-bromo-1-(2,6-difluorophenyl)-6-methylpyridin-2(1H)-one trifluoroacetate